C(C)C1=C(C=C2CCN(CC2=C1)C)NC1=NC=C(C(=N1)C1=CC(=CS1)C(=O)O)C(F)(F)F 5-(2-((7-Ethyl-2-methyl-1,2,3,4-tetrahydroisoquinolin-6-yl)amino)-5-(trifluoromethyl)pyrimidin-4-yl)thiophene-3-carboxylic acid